C(C)C1=NSC2=C1C=C(C=C2C(=O)O)C(F)(F)F 3-ethyl-5-(trifluoromethyl)-1,2-benzothiazole-7-carboxylic acid